Cl.BrCC(=O)N1CCCCCC1 (2-bromoacetyl)azepane hydrochloride